ClC1=CC=C(C=C1)NC1=NC=C(C(=N1)N)CC1=C(C=C(C(=C1)OC)OC)C(C)C N2-(4-Chloro-phenyl)-5-(2-isopropyl-4,5-dimethoxy-benzyl)-pyrimidine-2,4-diamine